rac-tert-butyl ((2S,3R,4R)-1-acetyl-6-bromo-2-cyclopropyl-3-methyl-1,2,3,4-tetrahydroquinolin-4-yl)carbamate C(C)(=O)N1[C@H]([C@@H]([C@H](C2=CC(=CC=C12)Br)NC(OC(C)(C)C)=O)C)C1CC1 |r|